BrCC1=NOC=C1 3-(bromomethyl)-1,2-oxazole